2-cyclopropyl-3-fluoro-7-isopropylpyrazolo[1,5-d][1,2,4]triazin-4(5H)-one C1(CC1)C1=NN2C(=NNC(C2=C1F)=O)C(C)C